NC1=CN=C(N1)C(=O)N1[C@@H](C2=C(NC=3C(=C(C=CC23)Cl)Cl)CC1)C (R)-(5-amino-1H-imidazol-2-yl)(6,7-dichloro-1-methyl-1,3,4,5-tetrahydro-2H-pyrido[4,3-b]indol-2-yl)methanone